C(C)N(C1CCCCC1)C1CCCCC1 N-ethyl-dicyclohexylamine